ethyl 5-bromo-6-methoxybenzofuran-3-carboxylate BrC=1C(=CC2=C(C(=CO2)C(=O)OCC)C1)OC